ClC1=C(C=CC(=C1CBr)S(=O)(=O)C)C(C)=O 1-[2-chloro-3-(bromomethyl)-4-(methylsulfonyl)phenyl]ethanone